1-(4-(6-chloro-4-methoxypyridin-3-yl)-1H-pyrazol-1-yl)propan-2-one ClC1=CC(=C(C=N1)C=1C=NN(C1)CC(C)=O)OC